(+/-)-3-fluoro-4-(4-{[2-(1,3,5-trimethyl-1H-pyrazol-4-yl)pyrrolidin-1-yl]methyl}phenoxy)benzamide FC=1C=C(C(=O)N)C=CC1OC1=CC=C(C=C1)CN1[C@H](CCC1)C=1C(=NN(C1C)C)C |r|